OC=1C(CN(CC1)C(=O)[O-])C(=O)[O-] 4-hydroxy-3,6-dihydropyridine-1,3(2H)-dicarboxylate